1-(4-morpholinebenzylphenyl)butanone N1(CCOCC1)C1=CC=CC=C1CC1=CC=C(C=C1)CC(CC)=O